3-((4-(4-(4-Bromo-2,5-difluorophenyl)piperazin-1-yl)-3-fluorophenyl)amino)piperidine-2,6-dione BrC1=CC(=C(C=C1F)N1CCN(CC1)C1=C(C=C(C=C1)NC1C(NC(CC1)=O)=O)F)F